(S)-N-[(R)-(4,5-dichloro-2-hydroxyphenyl)[1-(4-methyl-5-oxopyrazine-2-carbonyl)piperidin-4-yl]methyl]-2-methylpropane-2-sulfinamide ClC1=CC(=C(C=C1Cl)[C@H](N[S@@](=O)C(C)(C)C)C1CCN(CC1)C(=O)C=1N=CC(N(C1)C)=O)O